3-acetyl-5-methyl-7-(1-bromobenzyloxy)coumarin C(C)(=O)C=1C(OC2=CC(=CC(=C2C1)C)OCC1(CC=CC=C1)Br)=O